[Cl-].C[Si](C)(C)CCC[N+](C)(C)CCCCCCCCCCCCCCCC (trimethylsilylpropyl)hexadecyldimethylammonium chloride